[N+](=O)(O)[O-].[N+](=O)(O)[O-].C(N)(=N)NC(=O)N carbamimidoyl-urea dinitrate salt